nickel phenylphosphate C1(=CC=CC=C1)OP(=O)([O-])[O-].[Ni+2]